C(C1=CC=CC=C1)[C@@](C(=O)NC=1C(=NC2=C(C=CC=C2C1)F)C)(CC(=C)C)C (2S)-2-benzyl-N-(8-fluoro-2-methyl-3-quinolyl)-2,4-dimethyl-pent-4-enamide